6-(4-aminophenyl)-3-{5-[(2,3-difluoro-6-methoxyphenyl)methoxy]-2-fluoro-4-methoxyphenyl}-2,4-dioxo-1H-thieno[2,3-d]pyrimidine-5-carboxylic acid ethyl ester C(C)OC(=O)C1=C(SC=2NC(N(C(C21)=O)C2=C(C=C(C(=C2)OCC2=C(C(=CC=C2OC)F)F)OC)F)=O)C2=CC=C(C=C2)N